C\C(=C/CC=1C(=C(C(=O)O)C(=CC1OC1O[C@@H]([C@H]([C@@H]([C@H]1CO)O)O)O)CCC)OC[C@H]1CO[C@@H]([C@H]([C@@H]1O)O)O)\CCC=C(C)C 3-[(2E)-3,7-dimethylocta-2,6-dien-1-yl]-6-propyl-4-{[(3R,4R,5S,6S)-4,5,6-trihydroxy-3-(hydroxymethyl)oxan-2-yl]oxy}-2-{[(3S,4R,5S,6S)-4,5,6-trihydroxyoxan-3-yl]methoxy}benzoic acid